di-tert-butyl (R)-4,6-dioxopiperidine-1,2-dicarboxylate O=C1C[C@@H](N(C(C1)=O)C(=O)OC(C)(C)C)C(=O)OC(C)(C)C